C(#N)C1=CC(=C(COC2=CC=CC(=N2)C2=CC(=C(CC3=NC4=C(N3CCOC)C=C(C=C4)C(=O)O)C=C2)C#CC2(CC2)CO)C=C1)F 2-(4-(6-((4-cyano-2-fluorobenzyl)oxy)pyridin-2-yl)-2-((1-(hydroxymethyl)cyclopropyl)ethynyl)benzyl)-1-(2-methoxyethyl)-1H-benzo[d]imidazole-6-carboxylic acid